N1,N1-dimethylindene-1,6-diamine CN(C1C=CC2=CC=C(C=C12)N)C